ClCC1=NC(=NO1)C1=C(C=C(C=C1)C)F 5-(chloromethyl)-3-(2-fluoro-4-methylphenyl)-1,2,4-oxadiazole